F[P-](F)(F)(F)(F)F.CN(C)C(Cl)=[N+](C)C [(dimethylamino)chloromethylene]dimethylammonium hexafluorophosphate